C(C)(C)(C)OC(=O)N1C[C@H]2N(C3=C(OC2)C=C(C(=C3)OC)I)CC1 (R)-8-iodo-9-methoxy-1,2,4a,5-tetrahydrobenzo[b]pyrazino[1,2-d][1,4]oxazine-3(4H)-carboxylic acid tert-butyl ester